ClC1=CC=C(C(=N1)C)NC(C)=O N-(6-chloro-2-methylpyridin-3-yl)-acetamide